ClC1=CC=CC(=N1)C1=CC(=C(C=C1F)CC=1N(C2=C(N1)C=CC(=C2)C(=O)OC(C)(C)C)CCOC)F Tert-butyl 2-[[4-(6-chloropyridin-2-yl)-2,5-difluorophenyl]methyl]-3-(2-methoxyethyl)-1,3-benzodiazole-5-carboxylate